N-acetyl-L-threoninol C(C)(=O)N[C@@H]([C@H](O)C)CO